C(C=C)N1S(N(CC=2C=C(C=3C(=CNC3C21)Cl)Cl)CC2CCN(CC2)C(=O)OC(C)(C)C)(=O)=O tert-butyl 4-((1-allyl-6,7-dichloro-2,2-dioxido-4,9-dihydro-[1,2,6]thiadiazino[4,3-g]indol-3(1H)-yl)methyl)piperidine-1-carboxylate